ClC=1C=C2C=C(OC(C2=CC1)=O)C1=CC=C(C=C1)Cl 6-chloro-3-(4-chlorophenyl)-1H-isochromen-1-one